4-[4-[3-(cyclopropylmethoxymethyl)-2-furyl]-2,6-diFluoro-phenoxy]Butyric acid C1(CC1)COCC1=C(OC=C1)C1=CC(=C(OCCCC(=O)O)C(=C1)F)F